ClC=1N=NC(=C(N1)N1C[C@@H](CC1)CN1CCC2(CC1)CCC(CC2)NC(OCC2=CC=CC=C2)=O)Cl (S)-benzyl (3-((1-(3,6-dichloro-1,2,4-triazin-5-yl)pyrrolidin-3-yl)methyl)-3-azaspiro[5.5]undec-9-yl)carbamate